BrC=1N=C(C(=NC1)N)N1CCC(CC1)(F)F 5-bromo-3-(4,4-difluoropiperidin-1-yl)pyrazine-2-amine